cholest-1,5,7-trien CC(C)CCC[C@@H](C)[C@H]1CC[C@H]2C3=CC=C4CCC=C[C@]4(C)[C@H]3CC[C@]12C